azodiamide N(=N[NH-])[NH-]